N-(1-(5-(2-chloro-3-fluoropyridin-4-yl)-2-methyl-2H-1,2,3-triazol-4-yl)ethyl)cyclopropanamine ClC1=NC=CC(=C1F)C=1C(=NN(N1)C)C(C)NC1CC1